(Z)-1-(2-fluoro-4-(1-(4-(trifluoromethyl)phenyl)-1H-1,2,4-triazol-3-yl)phenyl)-3-(3-(5-methyl-2-(2,2,2-trifluoroethoxy)phenyl)-4-oxothiazolidin-2-ylidene)urea FC1=C(C=CC(=C1)C1=NN(C=N1)C1=CC=C(C=C1)C(F)(F)F)NC(=O)\N=C\1/SCC(N1C1=C(C=CC(=C1)C)OCC(F)(F)F)=O